(S)-2-amino-6-borono-2-((1S,3R)-3-(4-hydroxybenzylamino)cyclobutyl)hexanoic acid N[C@@](C(=O)O)(CCCCB(O)O)C1CC(C1)NCC1=CC=C(C=C1)O